C(C)(C)(C)OC(=O)NCC1=CC(=C(C=C1)NC(=O)C1=CC=2C=3C(COC2C=C1C=1C(=NC(=CC1)C(NCCC)=O)C(=O)OC)=CSC3)C methyl 3-(8-((4-(((tert-butoxycarbonyl)amino)methyl)-2-methylphenyl)carbamoyl)-4H-thieno[3,4-c]chromen-7-yl)-6-(propylcarbamoyl)picolinate